ClC=1C=C(C=C2C(=NC=NC12)C)C=1C(=NC(=NC1C=1OC=CC1)N)OCC1CC1 5-(8-chloro-4-methylquinazolin-6-yl)-4-(cyclopropylmethoxy)-6-(furan-2-yl)pyrimidin-2-amine